C[C@H](C(=O)NCC1=C(C=C(C=C1Cl)O)Cl)C(=O)OCC(C)C methyl-(R)-1-N-(2,6-dichloro-4-hydroxybenzyl)-3-isobutoxy-3-oxopropanamide